C(CCCCCC(C)C)C(CCCO)(O)CCCCCCC(C)C diisononyl-1,4-butanediol